1-[(4-methyl-quinazolin-2-yl)-methyl]-3-methyl-7-(2-butyn-1-yl)-8-(3-(R)-aminopiperidin-1-yl)-xanthine CC1=NC(=NC2=CC=CC=C12)CN1C(=O)N(C=2N=C(N(C2C1=O)CC#CC)N1C[C@@H](CCC1)N)C